ClC1=C(C=CC=C1)N1/C(/SC=C1CO)=N/C(OCC)=O Ethyl (Z)-(3-(2-chlorophenyl)-4-(hydroxymethyl)thiazol-2(3H)-ylidene)carbamate